N-benzyl-N-(1-(3-methylphenyl)vinyl)acetamide C(C1=CC=CC=C1)N(C(C)=O)C(=C)C1=CC(=CC=C1)C